[Cu].[Pb] lead-copper